5-chloro-2-((3-cyclopropyl-5-(((3R,5S)-3,5-dimethylpiperazin-1-yl)methyl)phenyl)amino)-6-(6-methyl-1H-indol-3-yl)pyrimidin-4-ol ClC=1C(=NC(=NC1C1=CNC2=CC(=CC=C12)C)NC1=CC(=CC(=C1)CN1C[C@H](N[C@H](C1)C)C)C1CC1)O